CC1(COC1)CN(C1CCN(CC1)C(=O)OC(C)(C)C)C1=CC=CC=C1 tert-butyl 4-(((3-methyloxetan-3-yl)methyl)(phenyl)amino)piperidine-1-carboxylate